[Si](C)(C)(C(C)(C)C)OC[C@@H]1NC2=C(OC1)C=C(C=C2[N+](=O)[O-])S(=O)(=O)N (R)-3-(((tert-butyldimethylsilyl)oxy)methyl)-5-nitro-3,4-dihydro-2H-benzo[b][1,4]oxazine-7-sulfonamide